C12CC(CC(CC1)O2)NNC(=O)OC(C)(C)C endo-tert-butyl 2-(8-oxabicyclo[3.2.1]octan-3-yl)hydrazine-1-carboxylate